ON1C(C=C(C=C1CC1=CC=CC=C1)C)=O 1-hydroxy-4-methyl-6-benzyl-pyridin-2-one